C(C)(C)(C)OC(N=[S@@](=O)(C1CC1)C1=CC(=C(C=C1)N)OC)=O |r| racemic-tert-butyl((4-amino-3-methoxyphenyl)(cyclopropyl)(oxo)-λ6-sulfaneylidene)carbamate